tri(3-methyl-2-butyl) citrate C(CC(O)(C(=O)OC(C)C(C)C)CC(=O)OC(C)C(C)C)(=O)OC(C)C(C)C